FC=1C=CC(=C(OCC2(CC2)C(=O)O)C1)CN1CCCC12CCN(CC2)C(=O)OC(C(F)(F)F)C(F)(F)F 1-((5-Fluoro-2-((8-(((1,1,1,3,3,3-hexafluoropropan-2-yl)oxy)carbonyl)-1,8-diazaspiro[4.5]decan-1-yl)methyl)phenoxy)methyl)cyclopropane-1-carboxylic acid